NC1=C(C=2C(=NC=C(C2S1)F)C=1C2=C(C=3C=NC(=NC3C1F)N1C[C@H]([C@H](C1)O)N(C)C)COC2)C#N 2-Amino-4-(3-((3R,4S)-3-(dimethylamino)-4-hydroxypyrrolidin-1-yl)-5-fluoro-7,9-dihydrofuro[3,4-f]quinazolin-6-yl)-7-fluorothieno[3,2-c]pyridine-3-carbonitrile